5-{2-amino-[1,2,4]triazolo[1,5-a]pyridin-7-yl}-N-{[2-(cyclohexylmethoxy)phenyl]methyl}-2-methoxy-6-methylpyridine-3-carboxamide NC1=NN2C(C=C(C=C2)C=2C=C(C(=NC2C)OC)C(=O)NCC2=C(C=CC=C2)OCC2CCCCC2)=N1